COC(C(C(C=O)C1=CC=CC=C1)C1=CC=C(C=C1)Cl)=O (4-chlorophenyl)-4-oxo-3-phenylbutyric acid methyl ester